2-amino-3-sulfomethoxypropionic acid NC(C(=O)O)COCS(=O)(=O)O